C(O)(O)=O.C(CC)OC=1C(C(=O)OC2=CC=CC=C2)=CC=CC1 phenyl (n-propyl salicylate) carbonate